CC(CCN=C=O)CCCCCN=C=O 3-methyl-octane-1,8-diyl diisocyanate